tert-butyl (5-(8-aminoimidazo[1,2-a]pyridin-5-yl)-7-(2-hydroxy-2-methylpropyl)-7H-pyrrolo[2,3-d]pyrimidin-4-yl)(tert-butoxycarbonyl)carbamate NC=1C=2N(C(=CC1)C1=CN(C=3N=CN=C(C31)N(C(OC(C)(C)C)=O)C(=O)OC(C)(C)C)CC(C)(C)O)C=CN2